3-bromo-6,6-dimethyl-11-oxo-8-(4-oxopiperidin-1-yl)-6,11-dihydro-5H-benzo[b]carbazole-9-carbonitrile BrC1=CC=C2C=3C(C4=C(C(C3NC2=C1)(C)C)C=C(C(=C4)C#N)N4CCC(CC4)=O)=O